C1(CC1)C1=C2CCNCC2=CC(=C1)[N+](=O)[O-] 5-Cyclopropyl-7-nitro-1,2,3,4-tetrahydroisoquinoline